CNCC1OCC(C2=C1SC=C2)C methyl-1-(4-methyl-4,7-dihydro-5H-thieno[2,3-c]pyran-7-yl)methylamine